C12C(C3C(C=C1)S3)S2 benzene disulphide